8-((2-(2,6-dioxopiperidin-3-yl)-1,3-dioxoisoindolin-4-yl)oxy)octanamide O=C1NC(CCC1N1C(C2=CC=CC(=C2C1=O)OCCCCCCCC(=O)N)=O)=O